(4S,5R,6R)-5-acetylamino-4-amino-6-[(1R,2R)-2,3-dihydroxy-1-methoxypropyl]-5,6-dihydro-4H-pyran-2-carboxylic acid methyl ester sulfate S(=O)(=O)(O)O.COC(=O)C=1O[C@H]([C@@H]([C@H](C1)N)NC(C)=O)[C@@H]([C@@H](CO)O)OC